NC(C(CCC(=O)OC(C)(C)C)NCC=1SC=C(N1)C(=O)O)=O (((1-amino-5-(tert-butoxy)-1,5-dioxo-pentan-2-yl)amino)methyl)thiazole-4-carboxylic acid